methyl 4-ethynyl-3,5-difluorobenzoate C(#C)C1=C(C=C(C(=O)OC)C=C1F)F